dimethyl-3,6'-diaminobiphenyl CC1=C(C(=C(C=C1)C1=CC=CC=C1N)C)N